carbene nickel-iron [Fe].C=[Ni]